(Z)-2-(4-(1,4,4,4-tetrafluoro-3-(3,4,5-trichlorophenyl)but-1-en-1-yl)-2-(trifluoromethyl)benzoyl)hydrazine-1-carboxylic acid tert-butyl ester C(C)(C)(C)OC(=O)NNC(C1=C(C=C(C=C1)/C(=C/C(C(F)(F)F)C1=CC(=C(C(=C1)Cl)Cl)Cl)/F)C(F)(F)F)=O